C(N)(=N)C1=CC=C(CNC(=O)C=2C=NN(C2C2CC2)CC2=CC=C(C=C2)C(C)(C)C#N)C=C1 N-(4-carbamimidoylbenzyl)-1-(4-(2-cyanopropan-2-yl)benzyl)-5-cyclopropyl-1H-pyrazole-4-carboxamide